ClC=1N=C(C2=C(N1)NC=C2)N[C@@H]2CC[C@@H](N(C2)C(=O)OCC2=CC=CC=C2)C benzyl (2S,5R)-5-((2-chloro-7H-pyrrolo[2,3-d]pyrimidin-4-yl) amino)-2-methylpiperidine-1-carboxylate